trans-3-methyl-2-pentene CC/C(=C/C)/C